C1=C(C=C(C(=C1O)O)O)C(=O)OC[C@@H]2[C@H]([C@@H]([C@H]([C@@H](O2)OC(=O)C3=CC(=C(C(=C3)O)O)O)O)OC(=O)C4=CC(=C(C(=C4)O)O)O)O 1,3,6-tri-O-galloyl-β-D-glucose